CN1N=CC=C1NC1=C(C(=O)N)C(=CC=N1)NC1=C(C=C(C=C1)N1CCOCC1)NS(=O)(=O)C ((1-methyl-1H-pyrazol-5-yl)amino)-4-((2-(N-methylsulfonylamino)-4-morpholinophenyl)amino)nicotinamide